CN1C2=C(OC[C@@H](C1=O)NC(C1=NC=CC(=C1)OC1=CC=CC=C1)=O)C=CC(=C2)N2CCC1(CC2)CCN(CC1)C (S)-N-(5-Methyl-7-(9-methyl-3,9-diazaspiro[5.5]undecan-3-yl)-4-oxo-2,3,4,5-tetrahydrobenzo[b][1,4]oxazepin-3-yl)-4-phenoxypicolinamid